4-cyano-4-((dodecylthio)carbonylthio)pentanoic acid C(#N)C(CCC(=O)O)(C)SC(=O)SCCCCCCCCCCCC